tert-butyl N-(5-[5-[(1S,2S)-2-fluorocyclopropaneamido]-1-methylpyrrolo[2,3-c]pyridin-2-yl]-6-methoxypyridin-3-yl)carbamate F[C@@H]1[C@@H](C1)C(=O)NC=1C=C2C(=CN1)N(C(=C2)C=2C=C(C=NC2OC)NC(OC(C)(C)C)=O)C